COC=1C=C(C[C@@H]2[C@H]([C@H](OC2)C2=CC=C(C=C2)F)C(C(C(=O)[O-])(CC)C)C)C=CC1OC ((2S,3R,4R)-4-(3,4-Dimethoxybenzyl)-2-(4-fluorophenyl)tetrahydrofuran-3-yl)-methyl-2-ethylbutanoate